3-(4-(1H-pyrazol-4-yl)phenyl)-1-(3-methoxybenzyl)-8-(oxetan-3-yl)-1,3,8-triazaspiro[4.5]decan-2-one N1N=CC(=C1)C1=CC=C(C=C1)N1C(N(C2(C1)CCN(CC2)C2COC2)CC2=CC(=CC=C2)OC)=O